2-bromo-7-chloropyrazolo[1,5-a]pyrimidine-6-carboxylic acid ethyl ester C(C)OC(=O)C=1C=NC=2N(C1Cl)N=C(C2)Br